N-[(1S)-2-[4-[3,5-dimethyl-1-(2-trimethylsilylethoxymethyl)pyrazol-4-yl]anilino]-1-(4-methylcyclohexyl)-2-oxo-ethyl]-2-(2-methylsulfanylethyl)pyrazole-3-carboxamide CC1=NN(C(=C1C1=CC=C(NC([C@H](C2CCC(CC2)C)NC(=O)C=2N(N=CC2)CCSC)=O)C=C1)C)COCC[Si](C)(C)C